N[C@H](C(=O)NC1=C(C=2OCCCCC2S1)C(C1=C(C=CC=C1F)F)=O)C (2S)-2-amino-N-[3-(2,6-difluorobenzoyl)-5,6,7,8-tetrahydrothieno[3,2-b]oxepin-2-yl]propionamide